(1S,3S,4S)-N-((R)-1-cyano-2-((S)-2-oxopiperidin-3-yl)ethyl)-5,5-difluoro-2-(9-hydroxy-9H-fluorene-9-carbonyl)-2-azabicyclo[2.2.2]octane-3-carboxamide C(#N)[C@@H](C[C@H]1C(NCCC1)=O)NC(=O)[C@H]1N([C@@H]2CC([C@H]1CC2)(F)F)C(=O)C2(C1=CC=CC=C1C=1C=CC=CC21)O